CC1C=CC(C(C)C)=CC=1 p-Cymene